FC=1C=C(C=CC1OC)N1C(NC2=C1C=CC=C2C2=CC(=C(C(=C2)OC)OC)OC)=O (3-fluoro-4-methoxyphenyl)-4-(3,4,5-trimethoxyphenyl)-2,3-dihydro-1H-benzo[d]imidazol-2-one